dimethyl 2-bromomethyl-6-methyl-4-(2,4-dichlorophenyl)-1,4-dihydropyridine-3,5-dicarboxylate BrCC=1NC(=C(C(C1C(=O)OC)C1=C(C=C(C=C1)Cl)Cl)C(=O)OC)C